butan-2-one oxime CC(CC)=NO